N1=C(C=CC=C1)C=1N=C(SC1)NC=1C=C(C(=O)NC2CCC(CC2)C(F)(F)F)C=CN1 2-(4-(pyridin-2-yl)thiazol-2-ylamino)-N-(4-(trifluoromethyl)cyclohexyl)isonicotinamide